((1-cyclopropyl-3-(4,4-dimethylcyclohex-1-en-1-yl)-1H-pyrazol-4-yl)oxy)pyridin-2-amine C1(CC1)N1N=C(C(=C1)OC=1C(=NC=CC1)N)C1=CCC(CC1)(C)C